BrC[B-](F)(F)F.[K+] potassium (bromomethyl)trifluoroboranuide